O[C@H](CN(C(C1=CC=C(C=C1)C1=CN(C2=NC=C(N=C21)C=2C=C1CCN(CC1=C(C2)OC)C)S(=O)(=O)C2=CC=C(C)C=C2)=O)C)C (S)-N-(2-hydroxypropyl)-4-(2-(8-methoxy-2-methyl-1,2,3,4-tetrahydroisoquinolin-6-yl)-5-tosyl-5H-pyrrolo[2,3-b]pyrazin-7-yl)-N-methylbenzamide